trans-5-(2-(3-fluoro-4-methoxyphenyl)cyclopropyl)-2,2'-bipyrimidine FC=1C=C(C=CC1OC)[C@H]1[C@@H](C1)C=1C=NC(=NC1)C1=NC=CC=N1